L-3-methyl-1,2,4-triazole CC1=NNC=N1